N-((5-(2,6-dioxopiperidin-3-yl)-4-oxo-5,6-dihydro-4H-thieno[3,4-c]pyrrol-1-yl)methyl)-2-(5-isopropyl-thiophen-2-yl)-2-oxoacetamide O=C1NC(CCC1N1CC=2C(C1=O)=CSC2CNC(C(=O)C=2SC(=CC2)C(C)C)=O)=O